BrCC=1C(=CC2=C(OC(O2)(C2=CC=CC=C2)C2=CC=CC=C2)C1)C(=O)OC methyl 6-(bromomethyl)-2,2-diphenyl-2H-1,3-benzodioxole-5-carboxylate